COC(C1=CN=C(C(=C1)Cl)N1CCN(CC1)C)=O 5-chloro-6-(4-methylpiperazin-1-yl)nicotinic acid methyl ester